N1=CC=C(C=C1)OC1CCN(CC1)CC=1NC2=CC=CC=C2C1 2-[[4-(4-pyridinyloxy)-1-piperidinyl]methyl]-1H-indole